CN1N=NC2=C1C=C(C=C2)C=2C=CN1N=C(N=CC12)N[C@@H]1C[C@H](C1)N trans-N1-(5-(1-methyl-1H-benzo[d][1,2,3]triazol-6-yl)pyrrolo[2,1-f][1,2,4]triazin-2-yl)cyclobutane-1,3-diamine